titanium aluminum silicon oxygen [O].[Si].[Al].[Ti]